The molecule is an optically active phosphonic acid having a 1-aminoethyl group attached to the phosphorus. It is a member of phosphonic acids and a primary amino compound. It derives from a phosphonic acid. It is an enantiomer of a (S)-(1-aminoethyl)phosphonic acid. C[C@H](N)P(=O)(O)O